5-(4-amino-5-(trifluoromethyl)pyrrolo[2,1-f][1,2,4]triazin-7-yl)-N-((3R,4S)-4-fluoro-1-(piperidine-1-carbonyl)pyrrolidin-3-yl)-2-methoxynicotinamide NC1=NC=NN2C1=C(C=C2C=2C=NC(=C(C(=O)N[C@@H]1CN(C[C@@H]1F)C(=O)N1CCCCC1)C2)OC)C(F)(F)F